N'-propyl-sulfamide tert-butyl-N-(3-methoxy-4-methylsulfonyl-phenyl)carbamate C(C)(C)(C)OC(NC1=CC(=C(C=C1)S(=O)(=O)C)OC)=O.C(CC)NS(=O)(=O)N